(4-methoxybenzyl)-thioimidodicarbonic diamide COC1=CC=C(CNC(=S)NC(=O)N)C=C1